FC1=C(C(=CC=C1)C)N1CCC(CC1)N1C(N(C=2C(C1C)=CN(N2)C)CC2=NC=CC=C2C(F)(F)F)=O 5-[1-(2-Fluoro-6-methyl-phenyl)-piperidin-4-yl]-2,4-dimethyl-7-(3-trifluoromethyl-pyridin-2-ylmethyl)-2,4,5,7-tetrahydro-pyrazolo[3,4-d]pyrimidin-6-one